2,5-dimethyl-11-phenyl-5H-dibenzo[b,e][1,4]diazepine CC1=CC2=C(N(C3=C(N=C2C2=CC=CC=C2)C=CC=C3)C)C=C1